di-octadecylamin C(CCCCCCCCCCCCCCCCC)NCCCCCCCCCCCCCCCCCC